3-(2-pyridyl)-1-(4-trifluoromethoxyphenyl)-4,5-dihydro-1H-pyrazole-5-carboxylic acid methyl ester COC(=O)C1CC(=NN1C1=CC=C(C=C1)OC(F)(F)F)C1=NC=CC=C1